N,N'-Di(4-Methoxy-benzyl)-1,2-ethandiamin COC1=CC=C(CNCCNCC2=CC=C(C=C2)OC)C=C1